oct-4-ene-1,8-dicarboxylic acid C(CCC=CCCCC(=O)O)C(=O)O